COC(C\N=C\1/CC(N(CC1)C(=O)OC(C)(C)C)=O)OC tert-butyl (Z)-4-((2,2-dimethoxyethyl)imino)-2-oxopiperidine-1-carboxylate